FC=1C=CN2C1C(NC1=CC(=CC=C21)CN2C[C@@H](C(=CC2)C=2C=NC(=CC2)C(=O)NC)C)=O (R)-1'-((3-fluoro-4-oxo-4,5-dihydropyrrolo[1,2-a]quinoxalin-7-yl)methyl)-N,3'-dimethyl-1',2',3',6'-tetrahydro-[3,4'-bipyridine]-6-carboxamide